6-geranylnaringenin C(\C=C(/C)\CCC=C(C)C)C1=C(C=2C(C[C@H](OC2C=C1O)C1=CC=C(O)C=C1)=O)O